5-((3-oxo-3-(4-(5-(trifluoromethyl)pyrimidin-2-yl)piperazin-1-yl)propyl)amino)-3-(trifluoromethyl)pyridin-2(1H)-one O=C(CCNC=1C=C(C(NC1)=O)C(F)(F)F)N1CCN(CC1)C1=NC=C(C=N1)C(F)(F)F